1,1,2,2-tetrafluoroethane-1,2-disulfonyl fluoride FC(C(S(=O)(=O)F)(F)F)(S(=O)(=O)F)F